4-(5-(3,5-Difluorophenyl)pyridin-2-yl)piperazine-1-carboxylic acid FC=1C=C(C=C(C1)F)C=1C=CC(=NC1)N1CCN(CC1)C(=O)O